2-(4-chloro-2-methoxyphenyl)-1-(6-methoxy-5-(trifluoro-methoxy)-1H-indol-3-yl)ethanone ClC1=CC(=C(C=C1)CC(=O)C1=CNC2=CC(=C(C=C12)OC(F)(F)F)OC)OC